[C@H]12COC[C@@H]2C1NC(C1=NC(=C(C=C1)N1CCN(CC1)CC1=CC=2C3=C(N(C(NC3=C1F)=O)CC)N=CN2)C)=O N-((1R,5S,6s)-3-oxabicyclo[3.1.0]hexan-6-yl)-5-(4-((3-ethyl-9-fluoro-2-oxo-2,3-dihydro-1H-pyrimido[4,5,6-de]quinazolin-8-yl)methyl)piperazin-1-yl)-6-methylpicolinamide